9-bromo-5-(2-chloro-5,6-difluoro-quinazolin-4-yl)-3,4-dihydro-2H-pyrido[4,3-b][1,4]oxazepine BrC1=CN=CC2=C1OCCCN2C2=NC(=NC1=CC=C(C(=C21)F)F)Cl